N,N-bis[(4-methoxyphenyl)methyl]-3-nitro-4-[[(1R)-6-chloro-1-formyl-tetralin-1-yl]methoxy]benzenesulfonamide COC1=CC=C(C=C1)CN(S(=O)(=O)C1=CC(=C(C=C1)OC[C@]1(CCCC2=CC(=CC=C12)Cl)C=O)[N+](=O)[O-])CC1=CC=C(C=C1)OC